2-((4-Chlorophenyl)amino)-4-((2-methoxy-3-(1-methyl-1H-1,2,4-triazol-3-yl)phenyl)amino)-N-(methyl-d3)pyrimidine-5-carboxamide Disodium edetate C(N(CC(=O)[O-])CC(=O)O)CN(CC(=O)O)CC(=O)[O-].[Na+].[Na+].ClC1=CC=C(C=C1)NC1=NC=C(C(=N1)NC1=C(C(=CC=C1)C1=NN(C=N1)C)OC)C(=O)NC([2H])([2H])[2H]